(((tert-butyldimethylsilyl)oxy)methyl)-6-chloro-2-methylimidazo[1,2-b]pyridazine [Si](C)(C)(C(C)(C)C)OCC1=C(N=C2N1N=C(C=C2)Cl)C